(S)-ethyl 2-(cyclopropanecarboxamido)-2-(2-hydroxyphenyl)acetate C1(CC1)C(=O)N[C@H](C(=O)OCC)C1=C(C=CC=C1)O